1-(5-methyl-1,3,4-oxadiazol-2-yl)-4-(tetrahydro-2H-pyran-4-yl)butan-2-one CC1=NN=C(O1)CC(CCC1CCOCC1)=O